CC1=CC=C(C=C1)CN1C(CCC1=O)CC(=O)NCCC1=CC=C(C=C1)OC(F)(F)F 2-[1-[(4-methylphenyl)methyl]-5-oxopyrrolidin-2-yl]-N-[2-[4-(trifluoromethoxy)-phenyl]ethyl]acetamide